(R)-ethyl 2-methyl-5-(trifluoromethyl)-4,5,6,7-tetrahydro-2H-indazole-3-carboxylate CN1N=C2CC[C@H](CC2=C1C(=O)OCC)C(F)(F)F